N1(C=NC=C1)C(=O)C=1OC2=C(C1C)C=CC=C2 (1H-imidazol-1-yl)(3-methylbenzofuran-2-yl)methanone